(3S,4S)-3-cyclopropylaminomethyl-4-hydroxypyrrolidine-1-carboxylate C1(CC1)NC[C@H]1CN(C[C@H]1O)C(=O)[O-]